C(CC(O)(C(=O)O)CC(=O)O)(=O)O.C(CC(O)(C(=O)O)CC(=O)O)(=O)O citric acid monohydrogen citrate